N-(4-(7-bromo-3-cyano-9,10-dihydro-4H-benzo[d]pyrazolo[1,5-a][1,3]diazepin-2-yl)benzyl)-2-methoxy-5-methylbenzamide BrC1=CC2=C(NC=3N(CC2)N=C(C3C#N)C3=CC=C(CNC(C2=C(C=CC(=C2)C)OC)=O)C=C3)C=C1